C1(CC1)C1=NN=C(O1)[C@H]1CN(CCO1)C=1N=C(C2=C(N1)N=C(C(=C2)C)C)C2=C(C=C(C=C2)F)F (2R)-2-(5-cyclopropyl-1,3,4-oxadiazol-2-yl)-4-[4-(2,4-difluorophenyl)-6,7-dimethyl-pyrido[2,3-d]pyrimidin-2-yl]morpholine